(S)-1-(4-Ethyl-4,9-dihydroxy-3,14-dioxo-3,4,12,14-tetrahydro-1H-pyrano[3',4':6,7]indolizino[1,2-b]quinolin-10-yl)-N,N,N-trimethylmethanaminium Iodide [I-].C(C)[C@]1(C(OCC=2C(N3CC=4C(=NC=5C=CC(=C(C5C4)C[N+](C)(C)C)O)C3=CC21)=O)=O)O